CC(C)N1CCN(CC1)C1=CC=C(C=C1)C=1C=C2C=C(C(NC2=CC1)=O)C1=C(C=C(C=C1F)F)F 6-{4-[4-(propan-2-yl)piperazin-1-yl]phenyl}-3-(2,4,6-trifluorophenyl)-1,2-dihydro-quinolin-2-one